Cl.N1CC(CCC1)CN (piperidin-3-yl)methanamine hydrochloride